6-[3'-Hydroxymethyl-1-methyl-6-oxo-5-(pyrimidin-4-ylamino)-1,6-dihydro-[3,4']bipyridinyl-2'-yl]-2,2-dimethyl-2,3,5,6-tetrahydro-1H,4H-8-thia-6-aza-cyclopenta[a]inden-7-one OCC=1C(=NC=CC1C1=CN(C(C(=C1)NC1=NC=NC=C1)=O)C)N1C(C=2SC3=C(C2CC1)CC(C3)(C)C)=O